2-(t-butyl)-N-(6-chloro-5-(1-methyl-2-oxo-7-(phenylamino)-1,2-dihydropyrimido[4,5-d]pyrimidine-3(4H)-yl)pyridin-3-yl)thiazole-4-carboxamide C(C)(C)(C)C=1SC=C(N1)C(=O)NC=1C=NC(=C(C1)N1C(N(C2=NC(=NC=C2C1)NC1=CC=CC=C1)C)=O)Cl